(S)-4-(2-amino-3-(4-(2-(2-methoxyethoxy)acetamido)phenyl)propanamido)benzoic acid N[C@H](C(=O)NC1=CC=C(C(=O)O)C=C1)CC1=CC=C(C=C1)NC(COCCOC)=O